C(C=1C(C(=O)[O-])=CC=CC1)(=O)[O-].C(C)(=O)[O-].[Zn+2].[Zn+2] di-zinc acetate phthalate